O[C@H](COC=1C=CC2=C(C1)C1(CCOCC1)C=1NC3=CC=CC=C3C1C2=O)[C@@H](CO)O 8-((2R,3R)-2,3,4-Trihydroxybutoxy)-2',3',5',6'-tetrahydrospiro[benzo[b]carbazole-6,4'-pyran]-11(5H)-one